FC=1C=NC(=NC1)N/N=C/C#CI (E)-5-fluoro-2-(2-(3-iodoprop-2-yn-1-ylidene)hydrazino)pyrimidine